methyl-propyl-benzene CC1=C(C=CC=C1)CCC